D-O-methyl-tyrosine COC1=CC=C(C[C@@H](N)C(=O)O)C=C1